C(C1=CC=CC=C1)NC1=NS(C2=C(N1)C(=C(C=C2)F)C(C)C2=C(C=CC=C2)F)(=O)=O 3-(benzylamino)-6-fluoro-5-(1-(2-fluorophenyl)ethyl)-4H-benzo[e][1,2,4]thiadiazine 1,1-dioxide